tert-Butyl 4-((5-cyanopyridin-2-yl)oxy)piperidine-1-carboxylate C(#N)C=1C=CC(=NC1)OC1CCN(CC1)C(=O)OC(C)(C)C